[Cu+].O1C(NC=C1)=O Oxazolone copper (I)